para-toluenesulfonic acid ammonium salt [NH4+].CC1=CC=C(C=C1)S(=O)(=O)[O-]